(1R,3S)-3-{5-[2-(2-formyl-3-hydroxyphenoxy)acetamido]-2H-pyrazol-3-yl}cyclopentyl N-(1-methylcyclobutyl)carbamate CC1(CCC1)NC(O[C@H]1C[C@H](CC1)C=1NN=C(C1)NC(COC1=C(C(=CC=C1)O)C=O)=O)=O